(2S,4r)-1-[(2S)-2-(4-cyclopropyl-triazol-1-yl)-3,3-dimethyl-butyryl]-N-[[1-(difluoromethyl)imidazol-2-yl]methyl]-4-hydroxy-pyrrolidine-2-carboxamide C1(CC1)C=1N=NN(C1)[C@H](C(=O)N1[C@@H](C[C@H](C1)O)C(=O)NCC=1N(C=CN1)C(F)F)C(C)(C)C